C(C)(C)(C)C1CCC(CC1)C(=O)N1CCC(CC1)CN1[C@@H]([C@H]([C@@H]([C@H](C1)O)O)O)CO ((1r,4R)-4-(tert-butyl)cyclohexyl)(4-(((2R,3R,4R,5S)-3,4,5-trihydroxy-2-(hydroxymethyl)piperidin-1-yl)methyl)piperidin-1-yl)methanone